4-(2-((R)-2-(2-isopropylphenyl)-4-((7-methoxy-2-methylbenzofuran-5-yl)methyl)piperazin-1-yl)-7-azaspiro[3.5]nonan-7-yl)benzamide C(C)(C)C1=C(C=CC=C1)[C@H]1N(CCN(C1)CC=1C=C(C2=C(C=C(O2)C)C1)OC)C1CC2(C1)CCN(CC2)C2=CC=C(C(=O)N)C=C2